4-(3-(3,5-dichlorophenyl)-4,4,4-trifluoro-3-hydroxybutanoyl)-2-methylbenzoic acid cesium [Cs].ClC=1C=C(C=C(C1)Cl)C(CC(=O)C1=CC(=C(C(=O)O)C=C1)C)(C(F)(F)F)O